7-(1-Benzylpiperidin-3-yl)-2-methyl-3-(pyridin-4-yl)pyrazolo[1,5-a]pyrimidine C(C1=CC=CC=C1)N1CC(CCC1)C1=CC=NC=2N1N=C(C2C2=CC=NC=C2)C